C(C)(C)(C)OC(=O)N1[C@@H](CCC1)C=1C=C(C=C2CCN(CC12)C(=O)C1=NC(=NC=C1)COC)C=1C=C2C(=NC1)NC=C2C (S)-2-[2-[2-(methoxymethyl)pyrimidine-4-carbonyl]-6-(3-methyl-1H-pyrrolo[2,3-b]pyridine-5-yl)-1,2,3,4-tetrahydroisoquinolin-8-yl]pyrrolidine-1-carboxylic acid tert-butyl ester